COC1=CC=C(C(=O)OC2CN(C2)C=2N=C(C3=C(N2)CC[S+]3[O-])N(C3CCOCC3)C)C=C1 [1-[4-[methyl(tetra-hydropyran-4-yl)amino]-5-oxido-6,7-dihydro-thieno[3,2-d]pyrimidin-5-ium-2-yl]azetidin-3-yl] 4-methoxybenzoate